C(=O)(OC(C)(C)C)N[C@@H](COCC=1C=C(C(=NC1)OC)[N+](=O)[O-])C (R)-5-(2-(N-Boc-amino)propoxymethyl)-2-methoxy-3-nitropyridine